OC1=C(C(=O)N)C=CC(=C1O)O 2,3,4-trihydroxy-benzamide